C1(=CC=C(C=C1)N(C1=CC=2C(C3=CC=CC=C3C2C=C1)(C)C)C1=CC=C(C=C1)C1=CC=C(C=C1)C1=CC=CC=C1)C1=CC=CC=C1 N-(biphenyl-4-yl)-9,9-dimethyl-N-(4'-phenyl-biphenyl-4-yl)-9H-fluoren-2-amine